S1C(=CC=C1)C=O thiophenecarbaldehyde